N-methyl-2-[4-[6-[5-(6-methyl-2-pyridyl)-1H-triazol-4-yl]-3-quinolyl]pyrazol-1-yl]ethanamine CNCCN1N=CC(=C1)C=1C=NC2=CC=C(C=C2C1)C=1N=NNC1C1=NC(=CC=C1)C